C(C)OC(=O)C=1C(=NN2C1NC(=CC2=O)C2=CC=C(C=C2)OC(C(F)(F)F)C2=CC=CC=C2)C2=NC=CN=C2C 2-(3-methylpyrazin-2-yl)-7-oxo-5-(4-(2,2,2-trifluoro-1-phenylethoxy)phenyl)-4,7-dihydropyrazolo[1,5-a]pyrimidine-3-carboxylic acid ethyl ester